((1s,4s)-4-((2-chloro-5-((1-(2-fluoroethyl)-1H-pyrazol-4-yl)ethynyl)pyridin-4-yl)amino)cyclohexyl)methanol ClC1=NC=C(C(=C1)NC1CCC(CC1)CO)C#CC=1C=NN(C1)CCF